(Z)-N-Hydroxy-2-(1-methyl-2-(morpholine-4-carbonyl)-1H-pyrrolo[2,3-c]pyridin-5-yl)isonicotinimidamide ON\C(\C1=CC(=NC=C1)C=1C=C2C(=CN1)N(C(=C2)C(=O)N2CCOCC2)C)=N/[H]